(S)-methyl 2-(4-bromo-2-fluorobenzyl)-1-(oxetan-2-ylmethyl)-1H-benzo[d]imidazole-6-carboxylate BrC1=CC(=C(CC2=NC3=C(N2C[C@H]2OCC2)C=C(C=C3)C(=O)OC)C=C1)F